pyridin-2-ylFormic acid N1=C(C=CC=C1)C(=O)O